C(C)(C)(C)C1=C(C=C(C=N1)C=1N=C2SC[C@H](CN2C(C1C#N)=O)CNC(C)=O)F N-{[(3S)-8-(6-tert-butyl-5-fluoropyridin-3-yl)-7-cyano-6-oxo-2H,3H,4H,6H-pyrimido[2,1-b][1,3]thiazin-3-yl]methyl}acetamide